N1=CC(=CC2=CC=CN=C12)C=1C=CN2N=C(N=CC21)N[C@@H]2CC[C@H](CC2)N trans-N1-(5-(1,8-naphthyridin-3-yl)pyrrolo[2,1-f][1,2,4]triazin-2-yl)cyclohexane-1,4-diamine